[(1z)-1-ethyl-1-propenyl](methyl)1-naphthyl(phenyl)silane C(C)/C(=C/C)/[Si](C1=CC=CC=C1)(C1=CC=CC2=CC=CC=C12)C